OC(CO)C1=C2C(=NC=C1)N(N=C2C2CN(C2)C(C(=C)F)=O)C2=CC=C(C=C2)OC(F)(F)F 1-(3-(4-(1,2-dihydroxyethyl)-1-(4-(trifluoromethoxy)phenyl)-1H-pyrazolo[3,4-b]pyridin-3-yl)azetidin-1-yl)-2-fluoroprop-2-en-1-one